2-[(2R)-4-[[5-cyclopropyl-3-(3,5-dichloropyridin-4-yl)-1,2-oxazol-4-yl]methyl]-2-methylpiperazin-1-yl]-4-methoxy-1,3-benzothiazole-6-carboxylic acid C1(CC1)C1=C(C(=NO1)C1=C(C=NC=C1Cl)Cl)CN1C[C@H](N(CC1)C=1SC2=C(N1)C(=CC(=C2)C(=O)O)OC)C